C(CC(=C)C)OC(C(C(C=C)(C)C)C(C)C)OCCC(=C)C 3,3-dimethyl-2-isopropyl-4-pentenal diisopentenyl acetal